5-{1-[(1-methyl-1H-imidazol-2-yl)methyl]-5',6'-dihydrospiro[azetidine-3,4'-pyrrolo[1,2-b]pyrazol]-2'-yl}-3-(trifluoromethyl)pyridin-2-amine CN1C(=NC=C1)CN1CC2(CCN3N=C(C=C32)C=3C=C(C(=NC3)N)C(F)(F)F)C1